BrC1CCN(CC1)CC=1C(=NN(C1)C)C 4-bromo-1-((1,3-dimethyl-1H-pyrazol-4-yl)methyl)Piperidine